C(C)(C)(C)C1=NN(C(=C1)NC(=O)NC1=C(C=C(C=C1)B1OC(C(O1)(C)C)(C)C)F)C1=CC=C(C=C1)F 1-(3-(tert-butyl)-1-(4-fluorophenyl)-1H-pyrazol-5-yl)-3-(2-fluoro-4-(4,4,5,5-tetramethyl-1,3,2-dioxaborolan-2-yl)phenyl)urea